HYDROXYPROPANOIC ACID OC(C(=O)O)C